COC(C)(C)C Tert-Butyl Methyl Ether